O[C@@H]1C[C@H](N(C1)C(=O)OC(C)(C)C)C(NCC1=C(C=C(C=C1)C1=C(N=CS1)C)O)=O (2S,4R)-tert-butyl 4-hydroxy-2-((2-hydroxy-4-(4-methylthiazol-5-yl)benzyl)carbamoyl)pyrrolidine-1-carboxylate